N1=CN=CC=2NC(CNC12)=O 7,8-dihydropteridin-6(5H)-one